C(C)(C)(C)OC(=O)N1C[C@@H](CCC1)NCCC1=CC=CC=C1 (R)-3-(phenethylamino)piperidine-1-carboxylic acid tert-butyl ester